C(C)[C@@H]1C[C@@H](N(CC1(F)F)C(=O)N[C@@H](C)\C=C\S(=O)(=O)C)C1=CC=CC=C1 (2R,4R)-4-ethyl-5,5-difluoro-N-((S,E)-4-(methylsulfonyl)but-3-en-2-yl)-2-phenylpiperidine-1-carboxamide